Cl.N[C@H]1C[C@H](CCC1)NC(=O)C1=CN(CCS1)C1=C2N=CNC2=NC=N1 |o1:2,4| Rel-N-((1S,3R)-3-aminocyclohexyl)-4-(9H-purin-6-yl)-3,4-dihydro-2H-1,4-thiazine-6-carboxamide hydrochloride